The molecule is a glycoside comprising the linear pentasaccharide alpha-Galp(1->3)-beta-Galf-(1->3)-alpha-Manp-(1->3)-alpha-Manp-(1->4)-alpha-GlcpN in (1->6)-linkage with myo-inositol. It is a glycoside and a pentasaccharide derivative. It derives from a myo-inositol. C([C@@H]1[C@@H]([C@@H]([C@H]([C@H](O1)O[C@@H]2[C@H]([C@@H](O[C@H]2[C@@H](CO)O)O[C@H]3[C@@H]([C@H](O[C@@H]([C@H]3O)O[C@H]4[C@@H]([C@H](O[C@@H]([C@H]4O)O[C@@H]5[C@H](O[C@@H]([C@@H]([C@H]5O)N)OC6[C@@H]([C@H](C([C@@H]([C@@H]6O)O)O)O)O)CO)CO)O)CO)O)O)O)O)O)O